C([O-])([O-])=O.[K+].C1CC12[C@@H](CC1(OCCO1)CC2)CNC=2C=C(C#N)C=CC2[N+](=O)[O-].[K+] |r| rac-3-(((7,10-Dioxadispiro[2.2.46.23]dodecan-4-yl)methyl)amino)-4-nitrobenzonitrile Potassium carbonate